tert-butyl 4-({1-[4-(2,6-dioxopiperidin-3-yl)phenyl]piperidin-4-yl}methyl)piperazine-1-carboxylate O=C1NC(CCC1C1=CC=C(C=C1)N1CCC(CC1)CN1CCN(CC1)C(=O)OC(C)(C)C)=O